CCCCCCCCOC(=O)C1=CC(=C(C(=C1)O)O)O The molecule is a gallate ester obtained by condensation of the carboxy group of gallic acid with the hydroxy group of octanol. It has a role as a food antioxidant, a plant metabolite and a hypoglycemic agent.